(1-phenyl-2,6,9,12-tetraoxatetradecan-14-yl)carbamic acid tert-butyl ester C(C)(C)(C)OC(NCCOCCOCCOCCCOCC1=CC=CC=C1)=O